NC(C)(C)CS(=O)(=O)O.C(C=C)(=O)O acrylic acid dimethyltaurate